cyclopentyl (cyclopropylmethyl)carbamate C1(CC1)CNC(OC1CCCC1)=O